6-fluoro-N-methyl-N-(pyridin-2-yl)-1-benzofuran-2-carboxamide FC1=CC2=C(C=C(O2)C(=O)N(C2=NC=CC=C2)C)C=C1